[5-(azetidin-3-yl)-2-pyridinyl]-2-azaspiro[3.4]octane N1CC(C1)C=1C=CC(=NC1)C1NCC12CCCC2